COC=1C(=C2C=CNC2=C(C1)C)CN1[C@H](C[C@@H](CC1)C1=CC=CC=C1)C1=CC=C(C(=O)O)C=C1 |r| (+-)-trans-4-(1-((5-methoxy-7-methyl-1H-indol-4-yl)methyl)-4-phenylpiperidin-2-yl)benzoic acid